(1R,5s,6R)-3,3-difluoro-N-methylbicyclo[3.1.0]hexane-6-amine hydrochloride Cl.FC1(C[C@H]2C([C@H]2C1)NC)F